Cl.ClC1=CC=C(C[C@H]2CO[C@H](CN2C2CCC(CC2)C=2SC(=C(N2)C)C)CS(=O)(=O)C)C=C1 (2R,5S)-5-(4-chlorobenzyl)-4-(4-(4,5-dimethylthiazol-2-yl)cyclohexyl)-2-((methylsulfonyl)methyl)-morpholine hydrochloride